(R)-2-((6-(2-(acetylaminomethyl)-5,5-difluoropiperidine-1-carbonyl)-5-methylpyridin-2-yl)amino)Isonicotinic acid C(C)(=O)NC[C@@H]1N(CC(CC1)(F)F)C(=O)C1=C(C=CC(=N1)NC=1C=C(C(=O)O)C=CN1)C